3β-hydroxypregn-5-en-20-one O[C@@H]1CC2=CC[C@H]3[C@@H]4CC[C@H](C(C)=O)[C@]4(CC[C@@H]3[C@]2(CC1)C)C